triphenoxycyclotriborane O(C1=CC=CC=C1)B1B(B1OC1=CC=CC=C1)OC1=CC=CC=C1